FC(C(C)OC1=C(C(=O)N)C=CC=N1)(F)F ((1,1,1-trifluoropropan-2-yl)oxy)nicotinamide